C1(=NC=CC2=CC=CC=C12)N1N=C(N=C1N)NC1=CC=C(C=C1)N1CCN(CC1)C 1-(isoquinolin-1-yl)-N3-(4-(4-methylpiperazin-1-yl)phenyl)-1H-1,2,4-triazole-3,5-diamine